CC1=CC(=NC(=N1)N)C dimethyl-pyrimidin-2-amine